2-(2-Pentanoylisoindolin-5-yl)benzonitrile C(CCCC)(=O)N1CC2=CC=C(C=C2C1)C1=C(C#N)C=CC=C1